(2-(2,6-dioxopiperidin-3-yl)-3-oxoisoindolin-5-yl)methyl(5-chloro-2,3-dihydrobenzofuran-7-yl)carbamate O=C1NC(CCC1N1CC2=CC=C(C=C2C1=O)OC(N(C1=CC(=CC=2CCOC21)Cl)C)=O)=O